C(C)N1C(=NN(C1=O)C=1C=C2C(=CN(C(C2=CC1F)=O)[C@@H]1[C@@H](CCCC1)C)C(C)C)CO 6-(4-Ethyl-3-(hydroxymethyl)-5-oxo-4,5-dihydro-1H-1,2,4-triazol-1-yl)-7-Fluoro-4-isopropyl-2-((1S,2R)-2-methylcyclohexyl)isoquinolin-1(2H)-one